[Pd].[In].[Fe] iron-indium-palladium